6-bromo-2-(4,4-difluorocyclohexyl)-1-(2-ethoxyethyl)-1H-benzo[d]imidazole BrC=1C=CC2=C(N(C(=N2)C2CCC(CC2)(F)F)CCOCC)C1